COCC(CCC)S methoxymethyl-butanethiol